[N+](=O)([O-])OCCCCCC(=O)OC[C@H]1N(CCC1)C1=NC=C(C(=N1)NCC1=CC(=C(C=C1)OC)Cl)C(NCC1=NC=CC=N1)=O [(2S)-1-(4-{[(3-chloro-4-methoxyphenyl)methyl] amino}-5-{[(pyrimidin-2-yl) methyl] carbamoyl} pyrimidin-2-yl)pyrrolidin-2-yl]methyl 6-(nitrooxy)hexanoate